FC=1C=C(C=C(C1)N1CCOCC1)\C=C(/C)\[C@@H](C=O)[C@H](\C=C\[C@@H]([C@H](CC[C@H](CC=O)O)C)OC(N(CC1=CC=NC=C1)C)=O)C N-methyl-N-(pyridin-4-ylmethyl)carbamic acid [(2s,3s,4E,6r,7s,10r)-2-[(E)-1-(3-fluoro-5-morpholin-4-ylphenyl) prop-1-en-2-yl]-10-hydroxy-3,7-dimethyl-12-oxo-1-oxododec-4-en-6-yl] ester